FC(SC1=CC=C(C(=O)Cl)C=C1)(F)F 4-(trifluoromethylthio)benzoyl chloride